FC(C=1N=C(OC1C=O)C1(CC1)O)F (4-(difluoromethyl)-2-(1-hydroxycyclopropyl)oxazol-5-yl)methanone